(S)-7-(8-ethynyl-7-fluoronaphthalen-1-yl)-8-fluoro-N-methyl-2-morpholino-N-(pyrrolidin-2-ylmethyl)pyrido[4,3-d]pyrimidin-4-amine C(#C)C=1C(=CC=C2C=CC=C(C12)C1=C(C=2N=C(N=C(C2C=N1)N(C[C@H]1NCCC1)C)N1CCOCC1)F)F